ClC=1C=C(C=CC1)CS(=O)(=O)NC1=CC=C(C=C1)NC(=O)NCC1=CC=NC=C1 1-(3-chlorophenyl)-N-(4-(3-(pyridin-4-ylmethyl)ureido)phenyl)methanesulfonamide